ClC1=C2OC=3C=C(C=CC3C(C2=CC=C1)=O)N1CC(CC1)C(=O)O (5-chloro-9-oxo-xanthen-3-yl)pyrrolidine-3-carboxylic acid